C(C)N1C2=NC(=NC(=C2N=C1CC(=O)N(C)C)N1CCOCC1)N1N=C(C(=C1)C1=CC=CC=C1)OC 2-(9-ethyl-2-(3-methoxy-4-phenyl-1H-pyrazol-1-yl)-6-morpholino-9H-purin-8-yl)-N,N-dimethylacetamide